Benzyl 3-hydroxy-2-methoxy-piperidine-1-carboxylate OC1C(N(CCC1)C(=O)OCC1=CC=CC=C1)OC